ClC=1C=C(C=CC1)CC(CC(=O)OCC)=O ethyl 4-(3-chlorophenyl)-3-oxobutanoate